(5-Chloropyridin-2-yl)(5-(2-cyclopropylphenyl)-3-hydroxy-2,3-dihydrospiro[indene-1,3'-pyrrolidin]-1'-yl)methanone ClC=1C=CC(=NC1)C(=O)N1CC2(CC1)CC(C1=CC(=CC=C12)C1=C(C=CC=C1)C1CC1)O